CC1=CC(=C2N1C(NN=C2)=O)C 6,8-dimethylpyrrolo[1,2-d][1,2,4]triazin-4-one